1-(3-(2-methoxyethyl)-2,4-dioxo-1-(2-(piperidin-1-yl)ethyl)-1,2,3,4-tetrahydroquinazolin-6-yl)-3-(3-(pyrrolidine-1-carbonyl)phenyl)urea COCCN1C(N(C2=CC=C(C=C2C1=O)NC(=O)NC1=CC(=CC=C1)C(=O)N1CCCC1)CCN1CCCCC1)=O